FC1=CC(=C(C=C1F)NC1=NC(=NC=N1)NC=1C(=CC(=C(C1)NC(C=C)=O)N1[C@H](CC1)CN(C)C)OC)C(C)(CC)O N-(5-(4-(4,5-difluoro-2-(2-hydroxybutan-2-yl)phenylamino)-1,3,5-triazin-2-ylamino)-2-((R)-2-((dimethylamino)methyl)azetidin-1-yl)-4-methoxyphenyl)acrylamide